O(C1=C(C=C(C(=O)O)C=C1)C(F)(F)F)C1=C(C=C(C(=O)O)C=C1)C(F)(F)F.O(C1=C(C=C(N)C=C1)C(F)(F)F)C1=C(C=C(N)C=C1)C(F)(F)F 4,4'-oxybis(3-(trifluoromethyl)aniline) (4,4'-oxybis[3-(trifluoromethyl) benzoate])